C(C)(C)(C)OC(=O)N(C1=CC(=NC=2N1N=CC2C2CC2)NC[C@@H]2[C@H](CN(CC2)C(=O)OC(C)(C)C)O)C2=CC(=CC=C2)F Tert-Butyl (3R,4R)-4-((7-((tert-butoxycarbonyl)(3-fluorophenyl)amino)-3-cyclopropylpyrazolo[1,5-a]pyrimidin-5-yl)aminomethyl)-3-hydroxypiperidine-1-carboxylate